3-(cyclopropylethynyl)pyridin-2-amine C1(CC1)C#CC=1C(=NC=CC1)N